N-(2-((S)-2,6-dioxopiperidin-3-yl)-1-oxoisoindolin-5-yl)picolinamide O=C1NC(CC[C@@H]1N1C(C2=CC=C(C=C2C1)NC(C1=NC=CC=C1)=O)=O)=O